Cl.COC1=NC=CC2=C1C(=CN2)CCN(C)C 2-(4-methoxy-1H-pyrrolo[3,2-c]pyridin-3-yl)-N,N-dimethylethan-1-amine hydrochloride